1,6-Hexandiol dimethacrylat C(C(=C)C)(=O)OCCCCCCOC(C(=C)C)=O